tert-butyl 1-({(Z)-[1-(2-amino-1,3-thiazol-4-yl)-2-ethoxy-2-oxoethylidene]amino}oxy)-3,3-dimethylcyclobutane-1-carboxylate NC=1SC=C(N1)/C(/C(=O)OCC)=N/OC1(CC(C1)(C)C)C(=O)OC(C)(C)C